2-[4-methyl-2-(trifluoromethyl)pyrimidin-5-yl]sulfonyl-6-(oxetan-3-ylmethyl)-2,6-diazaspiro[3.3]heptane CC1=NC(=NC=C1S(=O)(=O)N1CC2(C1)CN(C2)CC2COC2)C(F)(F)F